ClC=1C(=C2C=NNC2=C(C1F)N(C1=NC=CC=N1)C)C=1C=CC=2N(C1)C=C(N2)NC(=O)C2C(C2)F N-(6-(5-chloro-6-fluoro-7-(methyl(pyrimidin-2-yl)amino)-1H-indazol-4-yl)imidazo[1,2-a]pyridin-2-yl)-2-fluorocyclopropane-1-carboxamide